5-phenyl-amino-1H-tetrazole C1(=CC=CC=C1)C1=NN=NN1N